OC=1C=C(C(=C(/C=C/C2=CC(=C(C=C2)NC(C)=O)OC)C1)CC=C(C)C)OC (E)-N-(4-(5-hydroxy-3-methoxy-2-(3-methylbut-2-en-1-yl)styryl)-2-methoxyphenyl)acetamide